2-Tert-butyl 6-(8-(benzo[d]thiazol-2-ylcarbamoyl)-3,4-dihydroisoquinolin-2(1H)-yl)-3-(3-ethoxy-3-oxopropyl)picolinate S1C(=NC2=C1C=CC=C2)NC(=O)C=2C=CC=C1CCN(CC21)C2=CC=C(C(=N2)C(=O)OC(C)(C)C)CCC(=O)OCC